SCCC(S(=O)(=O)[O-])CC 3-mercapto-ethylpropylsulfonate